3,5-dihydro-2H-pyrido[3,4-f][1,4]oxazepin-4-yl-[1-(5-fluoropyrimidin-2-yl)-4-methoxy-4-piperidyl]methanone O1CCN(CC2=C1C=CN=C2)C(=O)C2(CCN(CC2)C2=NC=C(C=N2)F)OC